CCCCCCCC/C=C\\CCCCCCCC(=O)O[C@H](CO)COP(=O)([O-])OCC[N+](C)(C)C The molecule is a lysophosphatidylcholine 18:1 in which the acyl group is specified as oleoyl and is located at position 2. It is an oleoyl-sn-glycero-3-phosphocholine and a 2-acyl-sn-glycero-3-phosphocholine. It derives from an oleic acid.